[4-(2,3-diamino-4-pyridyl)-3,6-dihydro-2H-pyridin-1-yl]-[2-nitro-4-(trifluoromethoxy)phenyl]methanone NC1=NC=CC(=C1N)C=1CCN(CC1)C(=O)C1=C(C=C(C=C1)OC(F)(F)F)[N+](=O)[O-]